OCCCNC(=O)N1C=CC2=C1N=CN=C2OC2=CC=C(C=C2)NC(CC2=CC=C(C=C2)C(F)(F)F)=O N-(3-hydroxypropyl)-4-(4-(2-(4-(trifluoromethyl)phenyl)acetamido)phenoxy)-7H-pyrrolo[2,3-D]pyrimidine-7-carboxamide